S1C(=NC=C1)C=1N=C(SC1)C1(CC(=CC=C1)N)N 1-([2,4'-bithiazol]-2'-yl)benzene-1,3-diamine